2H-spiro[benzofuran-3,3'-piperidine] N1CC2(CCC1)COC1=C2C=CC=C1